C(C1=CC=CC=C1)N1CC2(C(N3[C@H](O2)CC[C@H]3C3=C(C=CC=C3)F)=O)C1 (5'S,7a'R)-1-benzyl-5'-(2-fluorophenyl)tetrahydro-3'H-spiro[azetidine-3,2'-pyrrolo[2,1-b][1,3]oxazol]-3'-one